BrC=1C(=CSC1)OCC=1C=C(CN2CCOCC2)C=CC1 4-{3-[(4-bromothiophen-3-yloxy)methyl]benzyl}morpholine